(2S,6R)-N-((S)-1-cyano-2-(4-(3-methyl-2-oxo-2,3-dihydrobenzo[d]oxazol-5-yl)phenyl)ethyl)-6-ethyl-6-hydroxy-1,4-oxazepane-2-carboxamide C(#N)[C@H](CC1=CC=C(C=C1)C=1C=CC2=C(N(C(O2)=O)C)C1)NC(=O)[C@H]1OC[C@@](CNC1)(O)CC